tert-butyl (1-(3-((4-((1-(tert-butyl)-3-((1S,3R)-3-((tert-butyldimethylsilyl)oxy)cyclopentyl)-1H-pyrazol-5-yl)amino)pyridin-2-yl)oxy)butyl)cyclopropyl)carbamate C(C)(C)(C)N1N=C(C=C1NC1=CC(=NC=C1)OC(CCC1(CC1)NC(OC(C)(C)C)=O)C)[C@@H]1C[C@@H](CC1)O[Si](C)(C)C(C)(C)C